4-{4-[4-bromo-1-(1,1,2,2,2-pentafluoroethyl)-7aH-inden-2-yl]but-3-yn-1-yl}-3-methoxy-N-methylbenzamide BrC=1C2=CC(=C(C2C=CC1)C(C(F)(F)F)(F)F)C#CCCC1=C(C=C(C(=O)NC)C=C1)OC